Cl.NCCCC(C(=O)N1CCC(CC1)(O)CN1C=NC2=CC(=CC=C2C1=O)NC(CCN1CCN(CC1)C)=O)CC1=CC=CC=C1 N-(3-((1-(5-amino-2-benzylpentanoyl)-4-hydroxypiperidin-4-yl)methyl)-4-oxo-3,4-dihydroquinazolin-7-yl)-3-(4-methylpiperazin-1-yl)propanamide hydrochloride